S-(p-tolyl) 4-bromothiobenzoate BrC1=CC=C(C(=O)SC2=CC=C(C=C2)C)C=C1